2-(4-Amino-3-formyl-5-methoxy-2-methyl-1H-indol-1-yl)acetic acid ethyl ester C(C)OC(CN1C(=C(C2=C(C(=CC=C12)OC)N)C=O)C)=O